C(C)(C)(C)NO N-t-butylhydroxylamine